(S)-N-(2-chloro-4-fluorobenzyl)-5-fluoro-8-oxo-5,6,7,8-tetra-hydroquinoline-5-carboxamide ClC1=C(CNC(=O)[C@]2(C=3C=CC=NC3C(CC2)=O)F)C=CC(=C1)F